N[C@H]1CN(C[C@@H](C1)F)C(=O)C=1C=CC=2N(C1)N=C(C2C)C=2N(C1=C(C=CC=C1C2)C2CN(C2)C([C@@H](C)OC)=O)CC2CC2 (R)-1-(3-(2-(6-((3R,5R)-3-Amino-5-fluoropiperidine-1-carbonyl)-3-methylpyrazolo[1,5-a]pyridin-2-yl)-1-(cyclopropylmethyl)-1H-indol-7-yl)azetidin-1-yl)-2-methoxypropan-1-one